TRANS-2,2-DICHLORO-3-(3,5-DICHLOROPHENYL)-CYCLOPROPANE-1-CARBOXYLIC ACID ClC1([C@H]([C@@H]1C1=CC(=CC(=C1)Cl)Cl)C(=O)O)Cl